4-(2-(2-methoxyethyl)ethyl)piperazin COCCCCN1CCNCC1